CC=1C(C(=CCC1)C)=O 2,6-dimethylcyclohexa-2,5-diene-1-one